(S)-3-methyl-4-(2-butenyl)piperazine-1-carboxylic acid tert-butyl ester C(C)(C)(C)OC(=O)N1C[C@@H](N(CC1)CC=CC)C